FC(C1=CC=C(C=C(C#N)C#N)C=C1)(F)F 2-(4-trifluoromethylbenzylidene)-malononitrile